10,10-dipentyloxy-3-benzyloxydecane C(CCCC)OC(CCCCCCC(CC)OCC1=CC=CC=C1)OCCCCC